3-Cyclopropyl-N-[(1R)-1-(4-fluorophenyl)ethyl]-6-[3-methyl-4-(trifluoromethyl)phenyl]-4-oxo-4,5-dihydropyrazolo[1,5-a]pyrazine-2-carboxamide C1(CC1)C=1C(=NN2C1C(NC(=C2)C2=CC(=C(C=C2)C(F)(F)F)C)=O)C(=O)N[C@H](C)C2=CC=C(C=C2)F